FC(OC1=CC=C(C=C1)C=1C(N(C=C2C1N=C(N=C2)SC)C=2C=C1C=CC=NC1=CC2)=O)F 8-(4-(difluoromethoxy)phenyl)-2-(methylthio)-6-(quinolin-6-yl)pyrido[4,3-d]pyrimidin-7(6H)-one